CC=1N=C(C(=C(C(=O)O)C1Br)CBr)Cl methyl-5-bromo-3-(bromomethyl)-2-chloroisonicotinic acid